Cl.Cl.N[C@H]1[C@@H](C1)C1=CC(=CC=2CCOC21)C(=O)NC=2SC(=NN2)C 7-(trans-2-aminocyclopropyl)-N-(5-methyl-1,3,4-thiadiazol-2-yl)-2,3-dihydro-1-benzofuran-5-carboxamide Dihydrochloride